(S)-5-[[4-[2-[(2,6-dimethylpyrimidin-4-yl)amino]pyrazolo[1,5-a]pyridin-5-yl]-6-methyl-3-pyridyl]oxymethyl]tetrahydropyran-3-ol CC1=NC(=CC(=N1)NC1=NN2C(C=C(C=C2)C2=C(C=NC(=C2)C)OCC2C[C@@H](COC2)O)=C1)C